C1(CC1)C1=C(C(=NO1)C1=C(C=CC=C1)OC(F)(F)F)C1=CC2(C1)CCN(CC2)C=2SC1=C(N2)C(=CC=C1)F 2-(2-(5-Cyclopropyl-3-(2-(trifluoromethoxy)phenyl)isoxazol-4-yl)-7-azaspiro[3.5]non-1-en-7-yl)-4-fluorobenzo[d]thiazol